NC=1C=2N(C3=CC(=CC=C3N1)C(=O)N([C@@H]1COC3=C1C=CC(=C3)C#CC3(COC3)C)C)C(=NC2)C (S)-4-amino-N,1-dimethyl-N-(6-((3-methyloxetan-3-yl)ethynyl)-2,3-dihydrobenzofuran-3-yl)imidazo[1,5-a]quinoxaline-8-carboxamide